7-{7-[(3,4-difluorophenyl)methyl]-1-thia-6-aza-2-indenyl}-3-isopropyl-6-(5-methyl-1,3,4-oxadiazol-2-yl)-5-[2-(tetrahydro-2H-pyran-4-yl)ethyl]-1λ6-thia-4-aza-1,1-indandione FC=1C=C(C=CC1F)CC=1N=CC=C2C=C(SC12)C=1C(=C(N=C2C(CS(C12)(=O)=O)C(C)C)CCC1CCOCC1)C=1OC(=NN1)C